CC1=CC=C(N=N1)[C@@H](C)NC(C1=CC(=CC(=C1)OC[C@H]1COCC1)C=1SC(=CN1)C(C)C)=O N-[(1R)-1-(6-methylpyridazin-3-yl)ethyl]-3-[5-(propan-2-yl)-1,3-thiazol-2-yl]-5-[(3R)-tetrahydrofuran-3-ylmethoxy]benzamide